F[C@@H]1C[C@@]2(CCCN2C1)COC1=NC2=C(C(=CC=C2C(=N1)N1CC2CCC(C1)N2S(=O)(=O)C)C2=CC(=CC1=CC=C(C(=C21)C#C)F)O)F 4-(2-{[(2R,7aS)-2-fluoro-hexahydro-1H-pyrrolizin-7a-yl]methoxy}-8-fluoro-4-{8-methanesulfonyl-3,8-diazabicyclo[3.2.1]octan-3-yl}quinazolin-7-yl)-5-ethynyl-6-fluoronaphthalen-2-ol